methyl (2S,3S,4R,5R,6S)-6-ethynyl-3,4,5-trihydroxyoxane-2-carboxylate C(#C)[C@H]1[C@@H]([C@H]([C@@H]([C@H](O1)C(=O)OC)O)O)O